N-[(3-fluoropyridin-2-yl)methyl]-2-(2-{[2-(4-methyl-5-phenyl-1H-imidazol-2-yl)ethyl]amino}ethyl)-[1,3]thiazolo[5,4-d]pyrimidin-7-amine FC=1C(=NC=CC1)CNC=1C2=C(N=CN1)SC(=N2)CCNCCC=2NC(=C(N2)C)C2=CC=CC=C2